BrC=1C(=C(C=C2CCCC12)C(CC)=O)O 1-(7-bromo-6-hydroxy-2,3-dihydro-1H-inden-5-yl)propan-1-one